3-methyl-1,5-pentanediol adipate C(CCCCC(=O)O)(=O)O.CC(CCO)CCO